(E)-1-(4-amino-1,2,5-oxadiazol-3-yl)-N'-(2-hydroxy-4-nitrobenzyl)-1H-1,2,3-triazole-4-carbohydrazide NC=1C(=NON1)N1N=NC(=C1)C(=O)NNCC1=C(C=C(C=C1)[N+](=O)[O-])O